C([2H])([2H])([2H])C1([Se]CCCC1)CCCC1=CC=CC=C1 (methyl-d3)(3-phenylpropyl)selenane